5-fluoro-3-(1-methylpiperidin-4-yl)quinazolin-4(3H)-one FC1=C2C(N(C=NC2=CC=C1)C1CCN(CC1)C)=O